N,N-di(3-methyl-cyclohexyl)amine CC1CC(CCC1)NC1CC(CCC1)C